FC1=CC(=NC(=C1)F)C1=C(COCCCCCCO)C=CC=C1 6-{[2-(4,6-difluoro-2-pyridinyl)benzyl]oxy}-1-hexanol